3-(methylsulfonyl)-1-(7-(4-(trifluoromethoxy)phenyl)-3,4-dihydroisoquinolin-2(1H)-yl)propan-1-one CS(=O)(=O)CCC(=O)N1CC2=CC(=CC=C2CC1)C1=CC=C(C=C1)OC(F)(F)F